3-{[1-(quinolin-7-yl)-1H-1,2,4-triazol-5-yl]methyl}urea N1=CC=CC2=CC=C(C=C12)N1N=CN=C1CNC(N)=O